(3R)-3-(4-{[(2Z)-3,7-dimethyloct-2,6-dien-1-yl]oxy}phenyl)hex-4-ynoic acid C/C(=C/COC1=CC=C(C=C1)[C@@H](CC(=O)O)C#CC)/CCC=C(C)C